O1CCN(CC1)C1=C2C=C(NC2=NC=N1)C1=CC=C(C=C1)NC(=O)[C@H]1CN(CC1)C1CNCCC1 N-[p-(4-morpholino-1H-1,5,7-triazainden-2-yl)phenyl]-(R)-1-(3-piperidyl)-3-pyrrolidinecarboxamide